(S)-1-(2-(6-(trifluoromethyl)imidazo[1,2-a]pyrazin-3-yl)pyrimidin-4-yl)piperidine-3-carboxamide tert-butyl-((trans)-3-amino-1-methylcyclobutyl)carbamate C(C)(C)(C)N(C(O)=O)C1(CC(C1)N)C.FC(C=1N=CC=2N(C1)C(=CN2)C2=NC=CC(=N2)N2C[C@H](CCC2)C(=O)N)(F)F